COC1=CC=C(C=C1)CN(C1=NC=CC2=C1NC(N2[C@H]2CN(CCC2)C(=O)OC(C)(C)C)=O)CC2=CC=C(C=C2)OC tert-butyl (R)-3-(4-[bis[(4-methoxy-phenyl)methyl]-amino]-2-oxo-1H,2H,3H-imidazo[4,5-c]pyridin-1-yl)piperidine-1-carboxylate